methyl 3-[5-[(3R)-3-amino-5-[[4-(cyclopentoxy)phenyl]methyl]-1,1,4-trioxo-2,3-dihydro-1lambda6,5-benzothiazepin-7-yl]-1,3,4-oxadiazol-2-yl]pyrrolidine-1-carboxylate N[C@H]1CS(C2=C(N(C1=O)CC1=CC=C(C=C1)OC1CCCC1)C=C(C=C2)C2=NN=C(O2)C2CN(CC2)C(=O)OC)(=O)=O